NC1=CC(=C(OC=2C=C3CCN(CC3=CC2)C2=CC(=CC=C2)F)C(=C1)Cl)Cl 6-(4-amino-2,6-dichlorophenoxy)-2-(3-fluorophenyl)-3,4-dihydroisoquinoline